4-((chlorosulfonyl) oxy)-2,2,3,3-tetramethylbutyl benzoate C(C1=CC=CC=C1)(=O)OCC(C(COS(=O)(=O)Cl)(C)C)(C)C